C(C)OC(=O)C=1OC2=C(C1C)C=C(C=C2)S(NCCC=2SC=CC2)(=O)=O methyl-5-(N-(2-(thiophen-2-yl)ethyl)sulfamoyl)benzofuran-2-carboxylic acid ethyl ester